tert-pentyliminotris(diethylamino)tantalum C(C)(C)(CC)N=[Ta](N(CC)CC)(N(CC)CC)N(CC)CC